FC1=C(C=CC(=C1F)OC1=NC=CC=C1C1=NC(=NC=C1)N[C@@H]1CNCCC1)NS(=O)(=O)CC1=C(C=CC=C1)F (S)-N-(2,3-difluoro-4-((3-(2-(piperidin-3-ylamino)pyrimidin-4-yl)pyridin-2-yl)oxy)phenyl)-1-(2-fluorophenyl)methanesulfonamide